C(C)(C)C1=C(NC2=CC=C(C=C12)C1CCN(CC1)C1CCOCC1)C=1C=C(C(N(C1)C)=O)OC 5-(3-isopropyl-5-(1-(tetrahydro-2H-pyran-4-yl)piperidin-4-yl)-1H-indol-2-yl)-3-methoxy-1-methylpyridin-2(1H)-one